OC(O)C1=C(O)C=CC(=C1)C(C)(C)C1=CC=C(C=C1)O dihydroxymethyl-bisphenol A